C(C=CCCC)(=O)O 7Z,11E,13Z,16Z,19Z-hexaenoic acid